OCCOC1=CC=C(C=C1)C1(C2=CC=CC=C2C=2C=CC=CC12)C1=CC=C(C=C1)OCCO 9,9-bis[4-(2-hydroxyethyloxy)phenyl]fluorene